8-acetyl-2-ethylsulfanyl-3-methyl-6-(trifluoromethyl)chromen-4-one Tert-butyl-4-hydroxy-5,8-dihydropyrido[3,4-d]pyrimidine-7(6H)-carboxylate C(C)(C)(C)OC(=O)N1CC=2N=CN=C(C2CC1)O.C(C)(=O)C=1C=C(C=C2C(C(=C(OC12)SCC)C)=O)C(F)(F)F